C1(CCCC1)NC=1C2=C(N=C(N1)OCC)N(C=C2)[C@H]2[C@@H]([C@@H]([C@H](O2)COCP(O)(O)=O)O)O [(2R,3S,4R,5R)-5-[4-(cyclopentylamino)-2-ethoxy-pyrrolo[2,3-d]-pyrimidin-7-yl]-3,4-dihydroxy-tetrahydro-furan-2-yl]methoxy-methylphosphonic acid